1H-benzotriazolium 3-oxide tetrafluoroborate F[B-](F)(F)F.[NH2+]1N=[N+](C2=C1C=CC=C2)[O-]